FC(C=1C=C(C=CC1)C=1C=CC2=C(N=C(O2)N)C1)(F)F 5-(3-trifluoromethylphenyl)-2-aminobenzoxazole